CS1C=CC=C1 1-(methyl)-1H-thiophene